(6-methoxy-3-(1-methyl-1H-pyrazol-4-yl)-1H-pyrazolo[4,3-b]pyridin-5-yl)-2,3-dihydro-1H-inden-1-ol COC=1C=C2C(=NC1C1(CCC3=CC=CC=C13)O)C(=NN2)C=2C=NN(C2)C